N-(3-chloro-4-(4-(piperidine-4-carbonyl)piperazine-1-carbonyl)phenyl)-5-(1-(5-methoxypyridin-2-yl)-3-(trifluoromethyl)-pyrazol-4-yl)-1-methyl-imidazole-2-carboxamide ClC=1C=C(C=CC1C(=O)N1CCN(CC1)C(=O)C1CCNCC1)NC(=O)C=1N(C(=CN1)C=1C(=NN(C1)C1=NC=C(C=C1)OC)C(F)(F)F)C